(R)-6-methylpiperazin-2-one hydrochloride Cl.C[C@@H]1CNCC(N1)=O